(4-methyl-1,3-phenylene)-bismaleimide CC1=C(C=C(C=C1)C=1C(=O)NC(C1)=O)C=1C(=O)NC(C1)=O